N(=[N+]=[N-])[C@@H](CN1C=CC2=CC=CC=C12)C (R)-1-(2-azidopropyl)-1H-indole